3-(4-ethynyl-3-fluoro-phenoxy)azetidine hydrochloride Cl.C(#C)C1=C(C=C(OC2CNC2)C=C1)F